C(C)C1C(CNCC1)C1=NC=CC(=C1)CC1=CC(=CC=C1)OC 2-(4-ethyl-3-piperidyl)-4-[(3-methoxyphenyl)methyl]pyridine